FC1=C(C(=C(C2=C(C(=C(C(=C12)F)F)F)F)F)F)[B-](C1=C(C2=C(C(=C(C(=C2C(=C1F)F)F)F)F)F)F)(C1=C(C2=C(C(=C(C(=C2C(=C1F)F)F)F)F)F)F)C1=C(C2=C(C(=C(C(=C2C(=C1F)F)F)F)F)F)F.C[NH+](C1=CC=CC=C1)C dimethylanilinium tetrakis(perfluoronaphthalen-2-yl)borate